1-isocyanato-2-(methoxymethyl)-3-methylbenzene N(=C=O)C1=C(C(=CC=C1)C)COC